(1-(2-(2,6-dioxopiperidin-3-yl)-1,3-dioxoisoindolin-5-yl)azetidin-3-yl)methyl 4-methylbenzenesulfonate CC1=CC=C(C=C1)S(=O)(=O)OCC1CN(C1)C=1C=C2C(N(C(C2=CC1)=O)C1C(NC(CC1)=O)=O)=O